butyl 4-((1-((6-chloropyridin-3-yl)((2-(trimethylsilyl)ethoxy)methyl)amino)isoquinolin-6-yl)oxy)piperidine-1-carboxylate ClC1=CC=C(C=N1)N(C1=NC=CC2=CC(=CC=C12)OC1CCN(CC1)C(=O)OCCCC)COCC[Si](C)(C)C